Di((9Z,12Z)-octadeca-9,12-dien-1-yl) 2,3-bis((5-(piperidin-1-yl)pentanoyl)oxy)-succinate N1(CCCCC1)CCCCC(=O)OC(C(=O)OCCCCCCCC\C=C/C\C=C/CCCCC)C(C(=O)OCCCCCCCC\C=C/C\C=C/CCCCC)OC(CCCCN1CCCCC1)=O